CC=1OC(=CC1C(=O)NC1=NC(=NS1)CC(C)N1CCCC1)C1=CC(=CC=C1)OC(F)(F)F 2-Methyl-5-(3-(trifluoromethoxy)phenyl)-N-(3-(2-(pyrrolidin-1-yl)propyl)-1,2,4-thiadiazole-5-yl)furan-3-carboxamide